2-[6-[6-cyclopropyl-5-oxo-7-(trifluoromethyl)imidazo[1,2-c]pyrimidin-2-yl]-5-ethylsulfonyl-3-pyridinyl]acetonitrile C1(CC1)N1C(N2C(C=C1C(F)(F)F)=NC(=C2)C2=C(C=C(C=N2)CC#N)S(=O)(=O)CC)=O